N1C=C(C2=CC=CC=C12)CC[C@H]1N(CCC2=CC(=C(C=C12)OC)OC)CCOC (R)-1-(2-(1H-indol-3-yl)ethyl)-6,7-dimethoxy-2-(2-methoxyethyl)-1,2,3,4-tetrahydroisoquinoline